(1R,2S,5S)-3-(2-(3-acetyl-5-(2-methylpyrimidin-5-yl)-1H-pyrazolo[3,4-c]pyridin-1-yl)acetyl)-N-(6-bromo-3-methylpyridin-2-yl)-3-azabicyclo[3.1.0]hexane-2-carboxamide C(C)(=O)C1=NN(C2=CN=C(C=C21)C=2C=NC(=NC2)C)CC(=O)N2[C@@H]([C@@H]1C[C@@H]1C2)C(=O)NC2=NC(=CC=C2C)Br